C(#N)CCN1C(C=2N=CN([C@H]3[C@H](O)[C@H](O)[C@@H](CO)O3)C2N=C1)=O N1-cyanoethyl-inosine